Cl.C(C)C1CCC(CN1)O 6-ethylpiperidin-3-ol Hydrochloride